CC(C)(C)OC(=O)NC1CCC(CC1)N cis-tert-butyl (4-aminocyclohexyl) carbamate